C(C1=CC=CC=C1)(=O)N1CCC2(C=NN(C2=O)CC2=CC(=CC=C2)F)CC1 8-benzoyl-2-(3-fluorobenzyl)-2,3,8-triazaspiro[4.5]dec-3-en-1-one